2-(4'-pentyloxypyryl)-4,6-bis(trichloromethyl)-s-triazine C(CCCC)OC1=CC(OC=C1)C1=NC(=NC(=N1)C(Cl)(Cl)Cl)C(Cl)(Cl)Cl